ethyl 2-(3-formyl-1H-pyrazol-1-yl)-2-methylpropanoate C(=O)C1=NN(C=C1)C(C(=O)OCC)(C)C